2-acetoxymethylene-malonic acid diethyl ester C(C)OC(C(C(=O)OCC)=COC(C)=O)=O